C(C=C)(=O)OCC.[Zr] zirconium 2-ethyl acrylate